C(C1=CC=CC=C1)OC=1C(=CC2=C(C(=C(O2)C)C(=O)O)C1)Cl 5-(benzyloxy)-6-chloro-2-methylbenzofuran-3-carboxylic acid